methyl-isoamyl-copper C[Cu]CCC(C)C